2-(7-methoxy-9H-carbazol-2-yl)acetamide COC1=CC=C2C=3C=CC(=CC3NC2=C1)CC(=O)N